4-(4-((1R,5S)-3,8-diazabicyclo[3.2.1]octan-3-yl)-2-(dimethylamino)-8-fluoro-6-(trifluoromethyl)quinazolin-7-yl)-2-amino-7-fluorobenzo[b]thiophene-3-carbonitrile [C@H]12CN(C[C@H](CC1)N2)C2=NC(=NC1=C(C(=C(C=C21)C(F)(F)F)C2=CC=C(C=1SC(=C(C12)C#N)N)F)F)N(C)C